NC=1N=C(C2=C(N1)C=NN2CC2=C(C=C(C=N2)C2CN(CCC2)C(=O)OC(C)(C)C)OC)N[C@H](CCO)CCC tert-butyl 3-(6-((5-amino-7-(((S)-1-hydroxyhexan-3-yl)amino)-1H-pyrazolo[4,3-d]pyrimidin-1-yl)methyl)-5-methoxypyridin-3-yl)piperidine-1-carboxylate